S(=O)(=O)(O)OCCN(C)C N,N-dimethylethanolamine hydrogen sulfate